COC(C(C\C(\CC\C=C(\CCC=C(C)C)/C)=C/CO)C(C)=O)=O (4z,7e)-2-acetyl-4-(2-hydroxyethylidene)-8,12-dimethyltridec-7,11-dienoic acid methyl ester